ClC1=CC=C(C=C1)CN1C([C@H](CS(C2=C1C=C(C(=C2)F)C=2N=NN(N2)CC(C)(C)O)(=O)=O)NC(OC(C)(C)C)=O)=O tert-butyl N-[(3R)-5-[(4-chlorophenyl)methyl]-8-fluoro-7-[2-(2-hydroxy-2-methyl-propyl)tetrazol-5-yl]-1,1,4-trioxo-2,3-dihydro-1λ6,5-benzothiazepin-3-yl]carbamate